NC1=C(C(=NN1C1(CC1)C)C1=C(C(=C(C=C1)CC(=O)NC1=CC(=NO1)C12CC(C1)(C2)F)F)F)C(=O)N 5-amino-3-[2,3-difluoro-4-[2-[[3-(3-fluoro-1-bicyclo[1.1.1]pentanyl)isoxazol-5-yl]amino]-2-oxo-ethyl]phenyl]-1-(1-methylcyclopropyl)pyrazole-4-carboxamide